BrC1=CC(=C(C=C1)NC(=O)C1=C(C=NN1CCO)C)F N-(4-bromo-2-fluorophenyl)-1-(2-hydroxyethyl)-4-methyl-1H-pyrazole-5-carboxamide